(R)-N-methyl-N-((tetrahydrofuran-3-yl)methyl)-4-(4,4,5,5-tetramethyl-1,3,2-dioxaborolan-2-yl)benzamide CN(C(C1=CC=C(C=C1)B1OC(C(O1)(C)C)(C)C)=O)C[C@@H]1COCC1